SCCCOC1OC1 3-mercaptopropoxyoxirane